tert-butyl 3-(7-(2-((tert-butoxycarbonyl) amino)-7-fluorobenzo[b]thiophen-4-yl)-2,8-difluoro-6-(trifluoromethyl) quinazolin-4-yl)-3,8-diazabicyclo[3.2.1]octane-8-carboxylate C(C)(C)(C)OC(=O)NC1=CC2=C(S1)C(=CC=C2C2=C(C=C1C(=NC(=NC1=C2F)F)N2CC1CCC(C2)N1C(=O)OC(C)(C)C)C(F)(F)F)F